CC(C)CC(C(=O)O)NC(=O)CC1=CNC2=CC=CC=C21 The molecule is an indoleacetic acid amide conjugate obtained by formal condensation of the carboxy group of indole-3-acetic acid with the amino group of leucine. It has a role as a plant metabolite. It is an indoleacetic acid amide conjugate and a leucine derivative. It derives from an indole-3-acetic acid.